ClC=1C(=C(C(=CC1)OC)C1=CC(=NC=C1C(=O)NC=1SC(=NN1)OCCOCCOCCO[Si](C(C)(C)C)(C1=CC=CC=C1)C1=CC=CC=C1)C)F 4-(3-chloro-2-fluoro-6-methoxyphenyl)-N-(5-((2,2-dimethyl-3,3-diphenyl-4,7,10-trioxa-3-siladodecane-12-yl)oxy)-1,3,4-thiadiazol-2-yl)-6-methylnicotinamide